bis[(trimethylsilyl)methyl]palladium C[Si](C)(C)C[Pd]C[Si](C)(C)C